[Si](C)(C)(C(C)(C)C)OCCN1C=C(C=2C1=NC=C(C2)C2=CC=C(C=C2)S(=O)(=O)N2CCC(CC2)NC2=NC=C(C=C2)C(F)(F)F)C#N 1-[2-[tert-butyl(dimethyl)silyl]oxyethyl]-5-[4-[[4-[[5-(trifluoromethyl)-2-pyridyl]amino]-1-piperidyl]sulfonyl]phenyl]pyrrolo[2,3-b]pyridine-3-carbonitrile